5-((3-(4-((1-methylpiperidin-4-yl)amino)-1-(2,2,2-trifluoroethyl)-1H-indol-2-yl)prop-2-yn-1-yl)amino)thiophene-2-carboxylic acid CN1CCC(CC1)NC1=C2C=C(N(C2=CC=C1)CC(F)(F)F)C#CCNC1=CC=C(S1)C(=O)O